1-chloro-3-ethoxy-2-propanol ClCC(COCC)O